CC1=C(C(=O)N[C@H](C)C2=CC=CC3=CC=CC=C23)C=C(C=C1)C1CCNCC1 2-Methyl-N-[(1R)-1-(1-naphthyl)ethyl]-5-(4-piperidyl)benzamide